5-(5-((1r,2s)-2-amino-1-(4-methoxyphenyl)-3-methylbutoxy)-1H-indazol-1-yl)-1-methylpyridin-2(1H)-one N[C@H]([C@H](OC=1C=C2C=NN(C2=CC1)C=1C=CC(N(C1)C)=O)C1=CC=C(C=C1)OC)C(C)C